5-(3,5-dimethylphenyl)indoline CC=1C=C(C=C(C1)C)C=1C=C2CCNC2=CC1